benzyl (S)-(4-(3,6-dioxopiperazin-2-yl)butyl)carbamate O=C1[C@@H](NC(CN1)=O)CCCCNC(OCC1=CC=CC=C1)=O